C(C1=CC=CC=C1)NC(CC1=CC=CC=C1)=O N-benzyl-phenylacetamide